C(=O)=C1NC=CC2=C(C=CC=C12)N1N=CC=C1C(F)(F)F 1-(1-carbonyl-1,2-dihydro-isoquinolin-5-yl)-5-(trifluoromethyl)-1H-pyrazole